COC([C@@H](NC(CCCCCNC1=C2C(N(C(C2=CC=C1)=O)C1C(NC(CC1)=O)=O)=O)=O)CC(C)C)=O (6-((2-(2,6-dioxopiperidin-3-yl)-1,3-dioxoisoindol-4-yl)amino)hexanoyl)leucine methyl ester